(2S)-2-(((2-(3-chlorophenyl)-2,2-difluoro-1-phenylethoxy)carbonyl)amino)-4-methylhexanoic acid methyl ester COC([C@H](CC(CC)C)NC(=O)OC(C(F)(F)C1=CC(=CC=C1)Cl)C1=CC=CC=C1)=O